2-methyl-1-[2-methyl-2-({2-[3-(trifluoromethyl)-1H-pyrazol-4-yl]pyrido[3,4-d]pyrimidin-4-yl}amino)propoxy]propan-2-ol CC(COCC(C)(NC=1C2=C(N=C(N1)C=1C(=NNC1)C(F)(F)F)C=NC=C2)C)(C)O